C(#N)C1=NC=CC(=C1)C1=CN=C(O1)C(=O)N1[C@@H]2[C@H](CC1)[C@H](N(C2)C#N)C (3ar,4r,6ar)-1-(5-(2-cyanopyridin-4-yl)oxazole-2-carbonyl)-4-methyl-hexahydropyrrolo[3,4-b]-pyrrole-5(1H)-carbonitrile